2-((5-fluoro-4-(4-fluoro-1-isopropyl-2-methyl-1H-benzo[d]imidazol-6-yl)pyrimidin-2-yl)amino)-N-hydroxyisonicotinamide hydrochloride Cl.FC=1C(=NC(=NC1)NC=1C=C(C(=O)NO)C=CN1)C=1C=C(C2=C(N(C(=N2)C)C(C)C)C1)F